C1(CCC1)N1N=C(C2=C1NC(NC2=O)=O)CC 1-cyclobutyl-3-ethyl-5H,7H-pyrazolo[3,4-d]pyrimidine-4,6-dione